5-Amino-4,6-diisopropylpyridinecarbonitrile NC=1C(=CC(=NC1C(C)C)C#N)C(C)C